dimethyl 3,3-diphenylcyclopropane-1,2-dicarboxylate C1(=CC=CC=C1)C1(C(C1C(=O)OC)C(=O)OC)C1=CC=CC=C1